4-guanidinophenyl-alanine N(C(=N)N)C1=CC=C(C=C1)N[C@@H](C)C(=O)O